CN(CCNC(O[C@H]1/C=C/[C@@H]([C@H](OC(C[C@@H](CC[C@@H]1C)O)=O)/C(=C/C1=CC(=CC(=C1)N1CCOCC1)F)/C)C)=O)C [(2S,3S,4E,6R,7S,10R)-2-[(E)-1-(3-fluoro-5-morpholin-4-ylphenyl)prop-1-en-2-yl]-10-hydroxy-3,7-dimethyl-12-oxo-1-oxacyclododec-4-en-6-yl] N-[2-(dimethylamino)ethyl]carbamate